BrC1=C(C(=CC2=C1C=C(O2)C#N)C(=O)N([C@H]2[C@H](CCCC2)NC)C)C 4-bromo-2-cyano-N,5-dimethyl-N-((1R,2S)-2-(methylamino)cyclohexyl)benzofuran-6-carboxamide